N(=[N+]=[N-])CC1N(CC(C1)C1=CC(=C(C=C1)OC(F)F)OCC1CC1)C(=O)OC(C)(C)C tert-butyl 2-azidomethyl-4-(3-(cyclopropylmethoxy)-4-(difluoromethoxy) phenyl)-pyrrolidine-1-carboxylate